1-(anthracen-9-ylmethyl)-2,3,4,6,7,8,9,10-octahydropyrimido[1,2-a]azepin-1-ium tetraphenylborate C1(=CC=CC=C1)[B-](C1=CC=CC=C1)(C1=CC=CC=C1)C1=CC=CC=C1.C1=CC=CC2=CC3=CC=CC=C3C(=C12)C[N+]=1CCCN2C1CCCCC2